[N+](=O)([O-])C=1C(=NC(=NC1)NC=1C=C(C(=O)NC2CNCCC2)C=CC1)NCC1=CC(=CC=C1)F 3-({5-nitro-4-[(3-fluorobenzyl)amino]pyrimidin-2-yl}amino)-N-(piperidin-3-yl)benzamide